FC1=C(C=C(C=C1)NC(C=C)=O)NC1=NC(=NC=C1C=1C=C2C=CN(C2=CC1)C(=O)OC(C)(C)C)NC=1C=NN(C1)C tert-butyl 5-(4-{[2-fluoro-5-(prop-2-enamido)phenyl]amino}-2-[(1-methyl-1H-pyrazol-4-yl)amino]pyrimidin-5-yl)-1H-indole-1-carboxylate